1-ethyl-3-methylimidazol (3-sulfopropyl)methacrylate S(=O)(=O)(O)CCCC=C(C(=O)O)C.C(C)N1CN(C=C1)C